(R)-4-((6-(2-amino-3-methylbutanoyl)-2-((4-cyanophenyl)amino)-5,6,7,8-tetrahydropyrido[4,3-d]pyrimidine-4-yl)oxy)-3,5-dimethylbenzonitrile N[C@@H](C(=O)N1CC2=C(N=C(N=C2OC2=C(C=C(C#N)C=C2C)C)NC2=CC=C(C=C2)C#N)CC1)C(C)C